CC=1C(N2[C@H]([C@H](CCC2=CC1)NS(=O)(=O)C1CC1)COC1CCC(CC1)CCC)=O |r| rac-N-[(3S,4R)-7-methyl-6-oxo-4-({[(1R,4S)-4-propylcyclohexyl]oxy}methyl)-1,3,4,6-tetrahydro-2H-quinolizin-3-yl]cyclopropanesulfonamide